7-bromo-3,4-dihydro-2H-spiro[naphthalene-1,2'-[1,3]dithiolane] BrC1=CC=C2CCCC3(SCCS3)C2=C1